CC1=CC(=NC(=N1)N1CCN(CC1)S(=O)(=NC)C1=CC=C(C=C1)[N+](=O)[O-])C#N 6-methyl-2-(4-(N-methyl-4-nitrophenylsulfonimidoyl)piperazin-1-yl)pyrimidine-4-carbonitrile